ClC=1C=2N(C=C(C1)NC(=O)C1=C(C=C(S1)N1CC(N(CC1)C(=O)OC(C)(C)C)C)F)C=C(N2)C tert-butyl 4-[5-([8-chloro-2-methylimidazo[1,2-a]pyridin-6-yl]carbamoyl)-4-fluorothiophen-2-yl]-2-methylpiperazine-1-carboxylate